(S)-1-(6-amino-5-((3-chloro-2-(1H-imidazol-1-yl)pyridin-4-yl)thio)pyrazin-2-yl)-4'H,6'H-spiro[piperidine-4,5'-pyrrolo[1,2-b]pyrazol]-4'-amine (trifluoroacetate) FC(C(=O)O)(F)F.NC1=C(N=CC(=N1)N1CCC2([C@@H](C=3N(N=CC3)C2)N)CC1)SC1=C(C(=NC=C1)N1C=NC=C1)Cl